OC1=C(C=C(C=C1)C)C(=O)C1=CN=C2N1C=CC=C2 (2-hydroxy-5-methylphenyl)(imidazo[1,2-a]pyridin-3-yl)methanone